2-((1H-indazol-5-yl)methyl)-3-((3-bromopyridin-2-yl)methyl)isoindolin-1-one N1N=CC2=CC(=CC=C12)CN1C(C2=CC=CC=C2C1CC1=NC=CC=C1Br)=O